(rac)-(2s,4s)-2-(6-(4-(tert-butyl)phenyl)-3-azabicyclo[4.1.0]heptane-3-carbonyl)-7-oxa-5-azaspiro[3.4]octan-6-one C(C)(C)(C)C1=CC=C(C=C1)C12CCN(CC2C1)C(=O)C1CC2(C1)NC(OC2)=O